4-(2-oxopyrrolidin-1-yl)benzyl ((2-(2,6-dioxopiperidin-3-yl)-3-oxoisoindolin-5-yl)methyl)carbamate O=C1NC(CCC1N1CC2=CC=C(C=C2C1=O)CNC(OCC1=CC=C(C=C1)N1C(CCC1)=O)=O)=O